4-[(6-chloro-3-nitropyridin-2-yl)amino]-1-methyl-1H-imidazole-5-carbonitrile ClC1=CC=C(C(=N1)NC=1N=CN(C1C#N)C)[N+](=O)[O-]